4-chloro-2-(2-chloropyridin-3-yl)-5-methylphenol ClC1=CC(=C(C=C1C)O)C=1C(=NC=CC1)Cl